[OH-].[OH-].C1(CCC(CC1)[N+]1(CCCC1)C)[N+]1(CCCC1)C 1,1'-(1,4-cyclohexandiyl)bis(1-methylpyrrolidinium) dihydroxide